COC(C1=CC=C(C=C1)C(C)N1CCOCC1)=O 4-(1-Morpholinoethyl)benzoic acid methyl ester